C1(CC1)C1=C(OC=2CCC3=CN(N=C3C21)C[C@@H]2OCCOC2)C(=O)NC[C@H]2OCCC2 8-cyclopropyl-2-{[(2S)-1,4-dioxan-2-yl]methyl}-N-{[(2S)-oxolan-2-yl]methyl}-4,5-dihydro-2H-furo[2,3-g]indazole-7-carboxamide